6-bromo-1-(2-morpholinoethyl)-2-oxo-1,2-dihydro-1,8-naphthyridine-3-carboxylic acid BrC=1C=C2C=C(C(N(C2=NC1)CCN1CCOCC1)=O)C(=O)O